C(C)(C)(C)N1[C@H](CN(CC1)C1=NC(=CC=C1)OCC1=C(C=C(C=C1)C#N)F)C tert-butyl-(S)-4-(6-((4-cyano-2-fluorobenzyl)oxy)pyridin-2-yl)-2-methylpiperazin